N1(N=CC=C1)C1=C(CNC2=C3N=CN(C3=NC(=N2)N2CCC(CC2)C(=O)N)C(C)C)C=CC=C1 1-(6-((2-(1H-pyrazol-1-yl)benzyl)amino)-9-isopropyl-9H-purin-2-yl)piperidine-4-carboxamide